C(C)(C)(C)OC(NC[C@H]1C[C@H]([C@@H]2OC(O[C@@H]21)(C)C)N2C=C(C1=C2N=C(N=C1N)Cl)C=1SC=C(N1)CC1=CC=CC=C1)=O tert-Butyl-(((3aR,4R,6R,6aS)-6-(4-amino-5-(4-benzylthiazol-2-yl)-2-chloro-7H-pyrrolo[2,3-d]pyrimidin-7-yl)-2,2-dimethyltetrahydro-4H-cyclopenta[d][1,3]dioxol-4-yl)methyl)carbamate